2-phenyl-benzodithiazole C1(=CC=CC=C1)S1SC2=C(N1)C=CC=C2